4-fluoro-1-isobutyl-N-(6-(1-methyl-1H-pyrazol-4-yl)isoquinolin-3-yl)piperidine-4-carboxamide FC1(CCN(CC1)CC(C)C)C(=O)NC=1N=CC2=CC=C(C=C2C1)C=1C=NN(C1)C